C(CCCCCCCCCCCCCCC)(=O)N[C@@H](CCCCN)C(=O)N[C@@H]([C@H](O)C)C(=O)N[C@@H]([C@H](O)C)C(=O)N[C@@H](CCCCN)C(=O)N[C@@H](CO)C(=O)O palmitoyl-lysyl-threonyl-threonyl-lysyl-serine